2-(2-methoxy-5-nitropyridin-3-yl)acetic acid COC1=NC=C(C=C1CC(=O)O)[N+](=O)[O-]